[N+](=O)([O-])C=1C=C2C=NNC2=CC1Cl 5-nitro-6-chloro-1h-indazole